[Cu].C(O)NCC(=O)O N-methylolglycine copper